N1N=CC=C1CN 1H-pyrazol-5-ylmethanamine